BrC1=C(C(=CC(=C1)C(C(F)(F)F)(C(F)(F)F)F)C)NC(C1=C(C(=CC=C1)N(C(C1=C(C=C(C=C1)C#N)C)=O)CC1CC1)F)=O N-[2-bromo-6-methyl-4-(1,1,1,2,3,3,3-heptafluoropropan-2-yl)phenyl]-3-[N-(cyclopropylmethyl)-2-methyl-4-cyanobenzamido]-2-fluorobenzamide